C(N)(=N)C1=CC(=C(CNC(=O)C=2C=NN(C2)CC2=CC=C(C=C2)CC2=CC(=CC=C2)C#N)C=C1)F N-(4-carbamimidoyl-2-fluorobenzyl)-1-(4-(3-cyanobenzyl)benzyl)-1H-pyrazole-4-carboxamide